C(C)N[Ti].C(C)N[Ti].C(C)N[Ti].C(C)N[Ti].[Ti] titanium tetrakis(ethylaminotitanium)